(1-((1H-tetrazol-5-yl)methyl)pyrrolidin-3-yl)(4-(7-fluoroquinolin-4-yl)piperazin-1-yl)methanone N1N=NN=C1CN1CC(CC1)C(=O)N1CCN(CC1)C1=CC=NC2=CC(=CC=C12)F